C([O-])([O-])=O.[Ti+4].C([O-])([O-])=O.C([O-])([O-])=O.[Ti+4] titanium sesquicarbonate